CC1(OB(OC1(C)C)C=1C=CC=2N(C1)C=C(N2)NC(OC(C)(C)C)=O)C Tert-butyl (6-(4,4,5,5-tetramethyl-1,3,2-dioxaborolan-2-yl)imidazo[1,2-a]pyridin-2-yl)carbamate